C(C1=CC=CC=C1)OC(=O)N1CC(C1)C1=NN(C2=NC=CC(=C21)I)C2=CC=C(C=C2)OC(F)(F)F 3-(4-iodo-1-(4-(trifluoromethoxy)phenyl)-1H-pyrazolo[3,4-b]pyridin-3-yl)azetidine-1-carboxylic acid benzyl ester